4,4'-thiobis(5-t-butyl-m-cresol) S(C=1C(=CC(=CC1C(C)(C)C)O)C)C=1C(=CC(=CC1C(C)(C)C)O)C